N-[(6-Amino-2-pyridyl)sulfonyl]-6-tert-butyl-2-(2,6-dimethylphenoxy)pyridin-3-carboxamid NC1=CC=CC(=N1)S(=O)(=O)NC(=O)C=1C(=NC(=CC1)C(C)(C)C)OC1=C(C=CC=C1C)C